IN1N=CC(=C1C1=C(C=CC=C1)F)I iodo-5-(2-fluorophenyl)-4-iodo-1H-pyrazole